C(C)(C)(C)OC(=O)NC1=NC=CC(=C1)C1=C(N=CN1CC(=O)OC(C)(C)C)C1=CC=C(C=C1)F tert-butyl 2-[5-[2-(tert-butoxycarbonylamino)-4-pyridyl]-4-(4-fluorophenyl) imidazol-1-yl]Acetate